1-(3-fluoro-4-(4,4,5,5-tetramethyl-1,3,2-dioxaborolan-2-yl)benzyl)-4-methyl-1,4-diazepane FC=1C=C(CN2CCN(CCC2)C)C=CC1B1OC(C(O1)(C)C)(C)C